COC(C1=CC(=C(C=C1)CBr)F)=O 4-(bromomethyl)-3-fluoro-Benzoic acid methyl ester